tert-butyl ((1-((3-amino-4-methoxybenzo[d]isoxazol-6-yl) methyl)-1H-pyrazol-4-yl)methyl)(methyl)carbamate NC1=NOC2=C1C(=CC(=C2)CN2N=CC(=C2)CN(C(OC(C)(C)C)=O)C)OC